C(=O)O.COC1=C(C=C(C=C1)NC1=NC=C(C(=N1)NN1C(OC2=C1C=CC=C2)=O)C)C=2C=NC=CC2 (2-(4-methoxy-3-(pyridin-3-yl)phenylamino)-5-methylpyrimidin-4-ylamino)benzo[d]oxazol-2(3H)-one formate